N-phthaloyl-L-glutamic acid C(C=1C(C(=O)O)=CC=CC1)(=O)N[C@@H](CCC(=O)O)C(=O)O